2-(((1-(3-((1-(4-chlorophenyl)-2-oxo-2-(6'-(trifluoromethoxy)spiro[cyclopropane-1,3'-indolin]-1'-yl)ethyl)amino)-5-methoxyphenyl)ethylidene)amino)oxy)-N-(methylsulfonyl)acetamide ClC1=CC=C(C=C1)C(C(N1CC2(C3=CC=C(C=C13)OC(F)(F)F)CC2)=O)NC=2C=C(C=C(C2)OC)C(C)=NOCC(=O)NS(=O)(=O)C